1-(3-Methoxyphenyl)-3-(6-quinolinyl)urea COC=1C=C(C=CC1)NC(=O)NC=1C=C2C=CC=NC2=CC1